FC(C(=O)O)(F)F.[C@H]12CN(CC[C@@H]2CN1)S(=O)(=O)NC(C1=C(C=C(C(=C1)Cl)OCC1CCCC1)F)=O N-((1S,6R)-3,8-diazabicyclo[4.2.0]octan-3-ylsulfonyl)-5-chloro-4-(cyclopentylmethoxy)-2-fluorobenzamide 2,2,2-trifluoroacetate